(S) and (R)-2-(1-((tert-butyldimethylsilyl)oxy)-2-hydroxypropan-2-yl)-4-(((tertbutyldimethylsilyl)oxy)methyl)thiazole-5-sulfonamide [Si](C)(C)(C(C)(C)C)OC[C@](C)(O)C=1SC(=C(N1)CO[Si](C)(C)C(C)(C)C)S(=O)(=O)N |r|